(S)-2-((2-((S)-4-(difluoromethyl)-2-oxooxazolidin-3-yl)-8-methoxy-5,6-dihydrobenzo[f]imidazo[1,2-d][1,4]oxazepin-9-yl)amino)propanamide FC([C@H]1N(C(OC1)=O)C=1N=C2N(CCOC3=C2C=CC(=C3OC)N[C@H](C(=O)N)C)C1)F